diphenyl-(4-(3-((tetrahydro-2H-pyran-2-yl)oxy)propoxy)phenyl)sulfonium triflate [O-]S(=O)(=O)C(F)(F)F.C1(=CC=CC=C1)[S+](C1=CC=C(C=C1)OCCCOC1OCCCC1)C1=CC=CC=C1